CC(C1=CC=2OCOC2C=C1)C1=C(C=CC(=C1)CC=C)OC methyl-piperonyl-(Estragole)